CC1=C(OC=2C(N(C=CC2C=2C3=C(C(N(C2)C)=O)NC=C3)CC)=O)C(=CC=C1)C 4-(3-(2,6-dimethylphenoxy)-1-ethyl-2-oxo-1,2-dihydropyridin-4-yl)-6-methyl-1,6-dihydro-7H-pyrrolo[2,3-c]pyridin-7-one